FC1=C(C=C(C=C1)F)C(CC#CC#CC1=CC(=NC=C1)OC[C@H]1NCCC1)C=1C(N(C=CC1)C)=O 4-(6-(2,5-difluorophenyl)-6-(1-methyl-2-oxo-1,2-dihydropyridin-3-yl)hexa-1,3-diyne-1-yl)-2-(((S)-pyrrolidin-2-yl)methoxy)pyridin